3-(3-(1,3-dithiane-2-yl)-4-hydroxybenzylidene)camphor S1C(SCCC1)C=1C=C(C=C2C(C3(CCC2C3(C)C)C)=O)C=CC1O